pyrimidinooxazole O1C=NC2=C1C=NC=N2